4,6-Dichloro-5-pyrimidineacetaldehyde ClC1=NC=NC(=C1CC=O)Cl